NCCNS(=O)(=O)C1=CC=CC2=CC=CC(=C12)O N-(2-aminoethyl)-8-hydroxynaphthalene-1-sulfonamide